(S)-quinuclidin-3-yl (5-(2,4-dichloro-3-methoxyphenyl)-2,2-dimethyl-2,3-dihydro-1H-inden-1-yl)carbamat ClC1=C(C=CC(=C1OC)Cl)C=1C=C2CC(C(C2=CC1)NC(O[C@@H]1CN2CCC1CC2)=O)(C)C